C(C)(C)N(P(OC)OCCC#N)C(C)C methyl (2-cyanoethyl) diisopropylphosphoramidite